azetidin-1-yl(3-hydroxybicyclo[1.1.1]pentan-1-yl)methanone N1(CCC1)C(=O)C12CC(C1)(C2)O